OCC(C(=O)N(C(C)C)C1=CC=C(C=C1)O)C1=C(C=C(C(=C1C)CC1=CC=C(C=C1)C(F)(F)F)C)C 3-hydroxy-N-(4-hydroxyphenyl)-N-isopropyl-2-(4-(trifluoromethyl)benzylMesityl)propionamide